Cl.ClC1=C2CCN[C@@H](C2=C(C=C1)OCC=1N=NN(C1)C)CN1C(CCC1)=O (S)-1-((5-chloro-8-((1-methyl-1H-1,2,3-triazol-4-yl)methoxy)-1,2,3,4-tetrahydroisoquinolin-1-yl)methyl)pyrrolidin-2-one hydrochloride